(2R)-6-(benzyloxy)-7-bromo-8-fluoro-1,2,3,4-tetrahydronaphthalen-2-amine hydrochloride Cl.C(C1=CC=CC=C1)OC=1C=C2CC[C@H](CC2=C(C1Br)F)N